CN(S(=O)(=O)C1=CC=C(C=C1)C)C=C=C N,4-dimethyl-N-(propane-1,2-dien-1-yl)benzenesulfonamide